C[Si](C)(C)CS(=O)(=O)[O-] Trimethylsilylmethanesulfonate